(S)-2-(5-(3-phenylpropyl)-1,2,4-oxadiazol-3-yl)piperidine-1-carboxylic acid tert-butyl ester C(C)(C)(C)OC(=O)N1[C@@H](CCCC1)C1=NOC(=N1)CCCC1=CC=CC=C1